O=C1NCCCC[C@H]1NCC=1SC=CC1C(=O)OC Methyl (R)-2-(((2-oxoazepan-3-yl)amino)methyl)thiophene-3-carboxylate